2-[(1-ethyldecyl)oxy]ethanol C(C)C(CCCCCCCCC)OCCO